ClC=1C=C2C=C(C(NC2=CC1)=O)\C=C\C(=C\C(\C=C\C1=NN(C=N1)C)=O)\O 6-chloro-3-((1E,3Z,6E)-3-hydroxy-7-(1-methyl-1H-1,2,4-triazol-3-yl)-5-oxohept-1,3,6-trienyl)quinolin-2(1H)-one